((3-hydroxypropyl)azanediyl)bis(octane-8,1-diyl)(2E,2'E)-bis(3-pentylnon-2-enoate) OCCCN(CCCCCCCC/C(/C(=O)[O-])=C(\CCCCCC)/CCCCC)CCCCCCCC/C(/C(=O)[O-])=C(\CCCCCC)/CCCCC